7-bromo-8-(cyclohexyloxy)-N-(2-((methylthio)methyl)pyridin-4-yl)quinazolin-2-amine BrC1=CC=C2C=NC(=NC2=C1OC1CCCCC1)NC1=CC(=NC=C1)CSC